dimethylsilylenebis(di-tert-butylcyclopentadienyl)zirconium dichloride [Cl-].[Cl-].C[Si](=[Zr+2](C1(C(=CC=C1)C(C)(C)C)C(C)(C)C)C1(C(=CC=C1)C(C)(C)C)C(C)(C)C)C